(R)-2-(4-((1-(3-(Difluoromethyl)-2-fluorophenyl)ethyl)amino)-1-methyl-7-oxopyrido[3,4-d]pyridazin-6(7H)-yl)benzene Ethyl-formate C(C)OC=O.FC(C=1C(=C(C=CC1)[C@@H](C)NC1=NN=C(C=2C1=CN(C(C2)=O)C2=CC=CC=C2)C)F)F